C1(CC1)CN1C(=CC=2C1=NC(=CC2)C=2C(=NC=CC2)C)C=2N=C1N(C(=CC(=C1)C=O)OC)C2C [2-[1-(cyclopropylmethyl)-6-(2-methylpyridin-3-yl)pyrrolo[2,3-b]pyridin-2-yl]-5-methoxy-3-methylimidazo[1,2-a]pyridin-7-yl]methanone